ClC(=O)N([C@H]1CN(CCC1)C(=O)OC(C)(C)C)C1=NC=CC2=C1C(=CS2)C tert-butyl (R)-3-((chlorocarbonyl)(3-methylthieno[3,2-c]pyridin-4-yl)amino)piperidine-1-carboxylate